FC(C1=C2CCNC2=CC=C1)(F)F 4-(trifluoromethyl)indoline